(((tert-butoxycarbonyl) (cyclopropyl) amino) methyl) benzoate C(C1=CC=CC=C1)(=O)OCN(C1CC1)C(=O)OC(C)(C)C